N-(2-ethylhexyl)bicyclohept-5-ene-2,3-dicarboximide C(C)C(CN1C(=O)C2C(CC=CCC2C1=O)C1CCCCCC1)CCCC